6-((5-Ethyl-3-(6-methylpyridin-3-yl)isoxazol-4-yl)methoxy)-N-(3-methyloxetan-3-yl)pyridazin-3-carboxamid C(C)C1=C(C(=NO1)C=1C=NC(=CC1)C)COC1=CC=C(N=N1)C(=O)NC1(COC1)C